C(C)(C)(C)OC(=O)N1C[C@@H](OCC1)C(=O)N1[C@H](C2=CC=CC=C2CC1)C1=CC=C(C=C1)F (R)-2-((S)-1-(4-fluorophenyl)-1,2,3,4-tetrahydroisoquinoline-2-carbonyl)morpholine-4-carboxylic acid tert-butyl ester